(S)-(7-(1-(3,4-difluorobenzyl)piperidin-3-yl)-2-methylpyrazolo[1,5-a]pyrimidin-3-yl)methylamine dihydrochloride Cl.Cl.FC=1C=C(CN2C[C@H](CCC2)C2=CC=NC=3N2N=C(C3CN)C)C=CC1F